ClC1=CC=C2CCO[C@H](C2=C1)[C@H]1NCCC1 (S)-2-((R)-7-chloroisochroman-1-yl)pyrrolidine